NC=1C=C(OC2=CC=C(C#N)C=C2)C=CC1 4-(3-aminophenoxy)benzonitrile